N-(2,2-difluoro-3-hydroxypropyl)-N'-(3,5-difluoro-4-{[3-(trifluoromethyl)-1-{[2-(trimethylsilyl)ethoxy]methyl}-1H-pyrrolo[2,3-b]pyridin-4-yl]oxy}phenyl)thiourea FC(CNC(=S)NC1=CC(=C(C(=C1)F)OC1=C2C(=NC=C1)N(C=C2C(F)(F)F)COCC[Si](C)(C)C)F)(CO)F